N1=CN=CC2=C1N(CC2)C(=O)N pyrrolo[2,3-d]pyrimidine-7(6H)carboxamide